COC1=C(C=CC=C1)CC[C@@]1([C@H](O)[C@H](O)[C@@H](CO)O1)N1C=NC=2C(N)=NC=NC12 2-(2-methoxyphenyl)ethyladenosine